(pentamethylcyclopentadienyl)(2-ethylindenyl)zirconium dibromide [Br-].[Br-].CC1=C(C(=C(C1(C)[Zr+2]C1C(=CC2=CC=CC=C12)CC)C)C)C